COC(=O)C=1C=CC2=C(N=C(O2)C(C(CC2=CC=CC=C2)NC(CN2C(=NC=C(C2=O)N)C2=CC=C(C=C2)F)=O)=O)C1 2-(2-{2-[5-Amino-2-(4-fluoro-phenyl)-6-oxo-6H-pyrimidin-1-yl]-acetylamino}-3-phenyl-propionyl)-benzooxazole-5-carboxylic acid methyl ester